NC=1SC(=C(C1C#N)Cl)C=O 2-AMINO-4-CHLORO-3-CYANO-5-FORMYLTHIOPHENE